O1COCCC1C(=O)[O-] [1,3]dioxane-6-formate